2,3-dioxo-7-(prop-1-en-2-yl)-N-(4-(trifluoromethoxy)phenyl)-1,2,3,4-tetrahydropyrido[2,3-b]pyrazine-6-sulfonamide O=C1NC2=C(NC1=O)N=C(C(=C2)C(=C)C)S(=O)(=O)NC2=CC=C(C=C2)OC(F)(F)F